C(CCCC)C(CCOC(CCCCC=C)=O)CCCCCCC 3-pentyldecyl-hept-6-enoate